FC(CN1N=NN=C1C(CC(F)F)N1N=C(C(=C1)[N+](=O)[O-])F)F 1-(2,2-difluoroethyl)-5-[3,3-difluoro-1-(3-fluoro-4-nitro-pyrazol-1-yl)propyl]tetrazole